3-[(2-fluorophenyl)methyl]-1-[4-(piperidine-1-sulfonyl)phenyl]urea FC1=C(C=CC=C1)CNC(NC1=CC=C(C=C1)S(=O)(=O)N1CCCCC1)=O